2-(4-(diphenylamino)phenyl)maleonitrile C1(=CC=CC=C1)N(C1=CC=C(C=C1)/C(/C#N)=C/C#N)C1=CC=CC=C1